N-{[2,5-dioxo-4-(1,3-thiazol-4-yl)imidazolidin-4-yl]methyl}-5-fluoro-4'-(trifluoromethyl)[biphenyl]-2-carboxamide O=C1NC(C(N1)(C=1N=CSC1)CNC(=O)C=1C(=CC(=CC1)F)C1=CC=C(C=C1)C(F)(F)F)=O